phenylammonium diacetate C(C)(=O)[O-].C(C)(=O)[O-].C1(=CC=CC=C1)[NH3+].C1(=CC=CC=C1)[NH3+]